(S)- and (R)-2-((4-cyanophenethyl)amino)-N-(3-fluoro-5-(1-methyl-1H-pyrazol-4-yl)pyridin-2-yl)-2-phenylacetamide C(#N)C1=CC=C(CCN[C@H](C(=O)NC2=NC=C(C=C2F)C=2C=NN(C2)C)C2=CC=CC=C2)C=C1 |r|